(2-oxiranyl)methanol O1C(C1)CO